(1H-1,2,3-benzotriazol-1-yloxy)tris(dimethylamino)phosphonium hexafluorophosphate F[P-](F)(F)(F)(F)F.N1(N=NC2=C1C=CC=C2)O[P+](N(C)C)(N(C)C)N(C)C